BrC1=CC=C(C(=C1C=O)Cl)F 6-bromo-2-chloro-3-fluorobenzaldehyde